2-(2-(4-fluorobenzoyl)phenylamino)-3-(4-(2-(9H-carbazole-9-yl)ethoxy)phenyl)propionic acid FC1=CC=C(C(=O)C2=C(C=CC=C2)NC(C(=O)O)CC2=CC=C(C=C2)OCCN2C3=CC=CC=C3C=3C=CC=CC23)C=C1